2-methyl-heptadecan-1,2-diol CC(CO)(CCCCCCCCCCCCCCC)O